S([O-])(O)(=O)=O.C(CCCCCCCCC)[N+](C)(C)CCCCCCCCCC didecyldimethyl-ammonium bisulfate